C12COCC(CN(C1)C=1SC3=C(N1)C=CC(=C3C(=O)NC3=C(C(=O)OC)C=CN=C3)OC)C2 Methyl 3-(2-(3-oxa-7-azabicyclo[3.3.1]nonan-7-yl)-6-methoxybenzo[d]thiazole-7-carboxamido)isonicotinate